CC=1N=C(OC1OC)C(=O)OC 4-methyl-5-methoxyl-2-methoxycarbonyl-oxazole